3,5-difluorobenzene-1,2-diol FC1=C(C(=CC(=C1)F)O)O